2-butyl-2-hexyldecanoat C(CCC)C(C(=O)[O-])(CCCCCCCC)CCCCCC